C(C1=CC=CC=C1)OCC(CF)OC1=C(C=C(C(=C1)F)Br)C(CC)=O 1-(2-(1-(benzyloxy)-3-fluoropropan-2-yloxy)-5-bromo-4-fluorophenyl)propan-1-one